BrC=1C=C(N)C=CC1C(=O)N1CCN(CC1)CCC 3-bromo-4-(4-propylpiperazine-1-carbonyl)aniline